(2R,3R,11bR)-9-[(2,2-difluorocyclopropyl)methoxy]-3-(2,2-dimethylpropyl)-10-methoxy-1H,2H,3H,4H,6H,7H,11bH-pyrido[2,1-a]isoquinolin-2-ol FC1(C(C1)COC=1C=C2CCN3[C@@H](C2=CC1OC)C[C@H]([C@@H](C3)CC(C)(C)C)O)F